2-cyclohexyl-2-(2-dimethylphenylsilylethyl)-1-ethoxy-3-methoxy-propane C1(CCCCC1)C(COCC)(COC)CC[Si](C1=CC=CC=C1)(C)C